3-(4-fluoro-3-(trifluoromethyl)phenyl)-5-(2-(3-fluoro-3-methylazetidin-1-yl)-2-oxoethyl)-1H-pyrrolo[3,2-c]pyridin-4(5H)-one FC1=C(C=C(C=C1)C1=CNC2=C1C(N(C=C2)CC(=O)N2CC(C2)(C)F)=O)C(F)(F)F